NC1=C(C(=C(C(=C1)C)C=1C=C2C=NC(=NC2=CC1)N[C@@H]1CN(CCC1)C(=O)OCC1=CC=CC=C1)F)F Benzyl (S)-3-((6-(4-amino-2,3-difluoro-6-methylphenyl)quinazolin-2-yl)amino)piperidine-1-carboxylate